NC1=C2C(=NC=N1)N(N=C2C2=CC(=C(C=C2)OC(C)C)F)[C@@H](C)C=2OC1=CC=C(C=C1C(C2C2=CC(=CC=C2)F)=O)F (S)-2-(1-(4-amino-3-(3-fluoro-4-isopropoxyphenyl)-1H-pyrazolo[3,4-d]pyrimidin-yl)ethyl)-6-fluoro-3-(3-fluorophenyl)-4H-chromen-4-one